5-(2-bromo-3-chlorophenoxy)-N-((4,5-dichlorothiophen-2-yl)sulfonyl)-1H-indole-2-carboxamide BrC1=C(OC=2C=C3C=C(NC3=CC2)C(=O)NS(=O)(=O)C=2SC(=C(C2)Cl)Cl)C=CC=C1Cl